N-((S)-2,6-dioxopiperidin-3-yl)picolinamide O=C1NC(CC[C@@H]1NC(C1=NC=CC=C1)=O)=O